4-allyloxybenzoic acid ethyl ester C(C)OC(C1=CC=C(C=C1)OCC=C)=O